3,5-Dimethoxy-4'-hydroxy-E-stilbene COC=1C=C(C=C(C1)OC)\C=C\C1=CC=C(C=C1)O